(S)-5-(((4-(3-chloro-4-(2-chloro-3-((3-fluoro-4-(((2-hydroxyethyl)amino)methyl)pyridin-2-yl)amino)phenyl)pyridin-2-yl)-2-methoxyphenethyl)amino)methyl)pyrrolidin-2-one ClC=1C(=NC=CC1C1=C(C(=CC=C1)NC1=NC=CC(=C1F)CNCCO)Cl)C1=CC(=C(CCNC[C@@H]2CCC(N2)=O)C=C1)OC